5-(hydroxymethyl)-3,5-dimethyloxazolidin-2-one OCC1(CN(C(O1)=O)C)C